NC=1C2=C(N=CN1)N(C=C2CC)[C@@H]2O[C@@H]([C@H]([C@H]2O)O)CSCC=2C(=NOC2C2=CC=CC=C2)C (2R,3R,4S,5S)-2-(4-Amino-5-ethyl-7H-pyrrolo[2,3-d]pyrimidin-7-yl)-5-((((3-methyl-5-phenylisoxazol-4-yl)methyl)thio)methyl)tetrahydrofuran-3,4-diol